CC1=C(C=C(C=C1)C)NC(=O)NC(C)(CCC1=CC=C(C=C1)O)C 1-(2,5-dimethylphenyl)-3-(4-(4-hydroxyphenyl)-2-methylbutan-2-yl)urea